(2,6-Dioxopiperidin-3-yl)-5-(4-(3-(piperidin-4-yl)prop-2-yn-1-yl)piperazin-1-yl)isoindole-1,3-dione O=C1NC(CCC1C1=C2C(NC(C2=CC=C1N1CCN(CC1)CC#CC1CCNCC1)=O)=O)=O